C(C)OC(=O)C1=CN(C2=C3C(=CC=C2C1=O)CC(C3)COS(=O)(=O)C)CC 1-Ethyl-8-(methylsulfonyloxymethyl)-4-oxo-8,9-dihydro-7H-cyclopenta[H]quinoline-3-carboxylic acid ethyl ester